5-(7-Acetyl-4-methyl-3,4-dihydroquinoxalin-1(2H)-yl)-7-methoxy-1,3-dimethylquinolin-2(1H)-one C(C)(=O)C1=CC=C2N(CCN(C2=C1)C1=C2C=C(C(N(C2=CC(=C1)OC)C)=O)C)C